N-((1H-pyrrolo[3,2-c]pyridine-2-yl)methyl)-2-(5-((dibenzo[b,d]furan-2-ylmethyl)amino)-2-(4-fluorophenyl)-6-oxopyrimidin-1(6H)-yl)acetamide N1C(=CC=2C=NC=CC21)CNC(CN2C(=NC=C(C2=O)NCC2=CC1=C(OC3=C1C=CC=C3)C=C2)C2=CC=C(C=C2)F)=O